C(C)(C)(C)C1=NOC(=N1)C=1C(=NC(=NC1)NC=1C=C2CCC(NC2=CC1)=O)N[C@H](CO)C1=CC=CC=C1 6-[[5-(3-tert-butyl-1,2,4-oxadiazol-5-yl)-4-[[(1S)-2-hydroxy-1-phenyl-ethyl]amino]pyrimidin-2-yl]amino]-3,4-dihydro-1H-quinolin-2-one